FC(C1=CC=C(C=C1)N1CC(CC2=CN=CC=C12)NC(C=C)=O)(F)F N-(1-(4-(trifluoromethyl)phenyl)-1,2,3,4-tetrahydro-1,6-naphthyridin-3-yl)acrylamide